benzyl 5-[2-(diethoxyphosphoryl) propan-2-yl]-1-benzothiophene-2-carboxylate C(C)OP(=O)(OCC)C(C)(C)C=1C=CC2=C(C=C(S2)C(=O)OCC2=CC=CC=C2)C1